N1C(=NC2=C1C=CC=C2)C2=CC(=NN2C)NC(=O)C=2C=NC(=CC2)N2CC(N(CC2)C)CO N-[5-(1H-benzimidazol-2-yl)-1-methyl-pyrazol-3-yl]-6-[3-(hydroxymethyl)-4-methyl-piperazin-1-yl]pyridine-3-carboxamide